2-(5-(benzyloxy)-1-(4-fluoro-3-methylphenyl)-2-isopropyl-1H-indol-3-yl)-2-methylpropionitrile C(C1=CC=CC=C1)OC=1C=C2C(=C(N(C2=CC1)C1=CC(=C(C=C1)F)C)C(C)C)C(C#N)(C)C